2-hydroxyethyl allyl ether C(C=C)OCCO